(2S,3S)-N-(3-chloro-4-fluorophenyl)-2-methyl-1-(5-(4-methyl-2-oxo-1,2-dihydropyridin-3-yl)-1H-pyrrole-2-carbonyl)pyrrolidine-3-carboxamide ClC=1C=C(C=CC1F)NC(=O)[C@@H]1[C@@H](N(CC1)C(=O)C=1NC(=CC1)C=1C(NC=CC1C)=O)C